lithium 1-[6-(methoxycarbonylamino)-3-pyridyl]imidazo[4,5-c]pyridine-6-carboxylate COC(=O)NC1=CC=C(C=N1)N1C=NC=2C=NC(=CC21)C(=O)[O-].[Li+]